3-((3-fluoro-3-(methoxymethyl)azetidin-1-yl)methyl)-1-(4-((2-oxopyridin-1(2H)-yl)methyl)benzyl)-1H-pyrazole-4-carboxylic acid FC1(CN(C1)CC1=NN(C=C1C(=O)O)CC1=CC=C(C=C1)CN1C(C=CC=C1)=O)COC